2-[[indane-1-carbonyl]amino]-4-[2-methoxyethyl-[4-(5,6,7,8-tetrahydro-1,8-naphthyridin-2-yl)butyl]amino]butanoic acid C1(CCC2=CC=CC=C12)C(=O)NC(C(=O)O)CCN(CCCCC1=NC=2NCCCC2C=C1)CCOC